7-(3-(Dimethylphosphoryl)-7,8-dihydro-1,6-naphthyridin-6(5H)-yl)-8,9-dimethyl-4H-pyrimido[1,2-b]pyridazin-4-one CP(=O)(C)C=1C=NC=2CCN(CC2C1)C=1C(=C(C=2N(N1)C(C=CN2)=O)C)C